C(C=C)(=O)N1[C@H](CN(CC1)C1=NC(=NC2=CC(=CC=C12)C1=CC=CC=2CC3C(C12)C3)OCC31CCCN1C[C@@H](C3)F)CC#N 2-((2S)-1-acryloyl-4-(2-(((2R)-2-fluorotetrahydro-1H-pyrrolizin-7a(5H)-yl)methoxy)-7-(1,1a,6,6a-tetrahydrocyclopropa[a]inden-2-yl)quinazolin-4-yl)piperazin-2-yl)acetonitrile